S1CN=C(C=C1)C(=O)O [1,3]THIAZINE-4-CARBOXYLIC ACID